FC1(CCN(CC1)C1=NC(=CC(=N1)C(=O)O)C=1N=NN(C1)C1=C(C=C(C=C1)NS(=O)(=O)CCO)N1CCC2(CC2)CC1)F 2-(4,4-difluoropiperidin-1-yl)-6-(1-(4-((2-hydroxyethyl)sulfonamido)-2-(6-azaspiro[2.5]octan-6-yl)phenyl)-1H-1,2,3-triazol-4-yl)pyrimidine-4-carboxylic acid